COC(=O)N1C[C@@H](OCC1)CC1=C(N=C2N1C=CC(=C2)C)C2=C(C=C(C=C2F)C=2NC(=CC2)C#N)F (S)-2-((2-(2,6-difluoro-4-(5-cyano-1H-pyrrol-2-yl)phenyl)-7-methylimidazo[1,2-a]pyridin-3-yl)methyl)morpholine-4-carboxylic acid methyl ester